2-fluoro-5-((4-(4,4,5,5-tetramethyl-1,3,2-dioxaborolan-2-yl)phenoxy)methyl)pyridine FC1=NC=C(C=C1)COC1=CC=C(C=C1)B1OC(C(O1)(C)C)(C)C